(S)-5-(4-hydroxy-4-methylisoxazolidine-2-carbonyl)-1-isobutyl-3-methyl-6-(quinolin-8-ylmethyl)-1,6-dihydro-2H-pyrrolo[3,4-d]pyrimidine-2,4(3H)-dione O[C@]1(CN(OC1)C(=O)C=1N(C=C2N(C(N(C(C21)=O)C)=O)CC(C)C)CC=2C=CC=C1C=CC=NC21)C